9-(4-(4,6-bis(4-bromo-3-methylphenyl)-1,3,5-triazin-2-yl)-2-methylphenyl)-3,6-di-tert-butyl-9H-carbazole BrC1=C(C=C(C=C1)C1=NC(=NC(=N1)C1=CC(=C(C=C1)Br)C)C1=CC(=C(C=C1)N1C2=CC=C(C=C2C=2C=C(C=CC12)C(C)(C)C)C(C)(C)C)C)C